C(C)N1CCN(CC1)C=1C=CC=2N(C(C=C(N2)C2=CC3=C(N=C(O3)C)C(=C2)F)=O)C1 7-(4-ethylpiperazin-1-yl)-2-(4-fluoro-2-methyl-1,3-benzoxazol-6-yl)-4H-pyrido[1,2-a]pyrimidin-4-one